C12CN(CC(CC1)N2)C2=CC=C(C=N2)N2C[C@@H]1N([C@H](CN(C1)C1=C3C=CC(=NC3=C(C=C1)C#N)[2H])C)CC2 5-[(4S,9aR)-8-[6-(3,8-diazabicyclo[3.2.1]octan-3-yl)-3-pyridyl]-4-methyl-3,4,6,7,9,9a-hexahydro-1H-pyrazino[1,2-a]pyrazin-2-yl]-2-deuterio-quinoline-8-carbonitrile